(1r,2s)-2-(3-{[5-(cyclopropylmethoxy)-2-methylpyridin-4-yl]amino}-1H-indazol-6-yl)-5'-methoxyspiro[cyclopropan-1,3'-indol]-2'(1'H)-one C1(CC1)COC=1C(=CC(=NC1)C)NC1=NNC2=CC(=CC=C12)[C@@H]1C[C@@]12C(NC1=CC=C(C=C21)OC)=O